(3-(benzyloxy)cyclobutyl)ethanone C(C1=CC=CC=C1)OC1CC(C1)C(C)=O